BrC1=NN(C=C1C(=O)OCC)C ethyl 3-bromo-1-methyl-pyrazole-4-carboxylate